Cl.N1CC(C1)N1C2C=C(CC1CC2)C2=NC(=NC=C2)NC=2C=NN(C2)C 4-(8-(azetidin-3-yl)-8-azabicyclo[3.2.1]oct-2-en-3-yl)-N-(1-methyl-1H-pyrazol-4-yl)pyrimidin-2-amine hydrochloride